C(#N)N1[C@H]2[C@@H](C[C@@H]1CC2)NC(=O)C2=CC=C1C(=NN(C1=C2)CCC)C2=NC(=CC=C2)C N-((1R,2R,4S)-7-cyano-7-azabicyclo[2.2.1]heptan-2-yl)-3-(6-methyl-2-pyridinyl)-1-propyl-1H-indazole-6-carboxamide